S1C(=NC2=C1C=CC=C2)CN2CCN(CC2)C2=C(C#N)C=CC(=C2)OC2CC2 2-(4-(benzo[d]thiazol-2-ylmethyl)piperazin-1-yl)-4-cyclopropoxybenzonitrile